2-((2,3-dihydro-1H-inden-2-yl)amino)pyrimidine C1C(CC2=CC=CC=C12)NC1=NC=CC=N1